ClC1=NC(=C(C=2N=C(NC(C21)=O)SC)Cl)Cl 5,7,8-trichloro-2-(methylthio)pyrido[4,3-d]pyrimidin-4(3H)-one